BrC1=CC=CC2=C1O[C@]1(CN([C@@H](C1)C(N)=O)C(=O)OC(C)(C)C)C(N2)=O t-butyl (2R,5'S)-8-bromo-5'-carbamoyl-3-oxo-3,4-dihydrospiro[benzo[b][1,4]oxazine-2,3'-pyrrolidine]-1'-carboxylate